C(C)(C)OC([C@@H](N)C)=O (S)-alanine isopropyl ester